CC1(CN(C=2C1=NC=CC2)C2=NC(=NC=C2)NC2=C(C=C(C(=C2)[N+](=O)[O-])N2[C@H](CCC2)CN(C)C)OC)C (R)-4-(3,3-dimethyl-2,3-dihydro-1H-pyrrolo[3,2-b]pyridin-1-yl)-N-(4-(2-((dimethylamino)methyl)pyrrolidin-1-yl)-2-methoxy-5-nitrophenyl)pyrimidin-2-amine